BrC1=CC=C(C=C1)\C=[N+](\C1=CC=CC=C1)/[O-] (Z)-1-(4-bromophenyl)-N-phenylmethanimine oxide